CC1=NC(=CC2=C1C=NN2)C=2C=NN(C2)C 4-Methyl-6-(1-methyl-1H-pyrazol-4-yl)-1H-pyrazolo[4,3-c]pyridine